CN(C)CC1(CC1)COC=1N=C(C2=C(N1)CN(C2)C(=O)C2=CC(=CC1=CC=CC(=C21)C#C)O)N2C[C@](CCC2)(C)O (R)-(2-((1-((dimethyl-amino)methyl)cyclopropyl)methoxy)-4-(3-hydroxy-3-methylpiperidin-1-yl)-5,7-dihydro-6H-pyrrolo[3,4-d]pyrimidin-6-yl)(8-ethynyl-3-hydroxynaphthalen-1-yl)methanone